C(C)OC(=O)C1=CN(C2=NC=C(C=C2C1=O)Br)C(CO)(C)CO 6-bromo-1-[2-hydroxy-1-(hydroxymethyl)-1-methyl-ethyl]-4-oxo-1,8-naphthyridine-3-carboxylic acid ethyl ester